1,3-oxazinane O1CNCCC1